OCCN1N=CN=C1C1(CC1)NC(OC(C)(C)C)=O tert-butyl N-[1-[2-(2-hydroxyethyl)-1,2,4-triazol-3-yl]cyclopropyl]carbamate